(R)-N-(7-(1-(1-propenylpiperidin-3-yl)-4-amino-1H-pyrazolo[3,4-d]pyrimidin-3-yl)benzo[d][1,3]dioxol-4-yl)-2-naphthalenesulfonamide C(=CC)N1C[C@@H](CCC1)N1N=C(C=2C1=NC=NC2N)C2=CC=C(C1=C2OCO1)NS(=O)(=O)C1=CC2=CC=CC=C2C=C1